7,7-dimethyl-6,7-dihydro-5H-pyrazolo[5,1-b][1,3]oxazine CC1(N2C(OCC1)=CC=N2)C